C(C)(C)NC1=NC(=CC2=CN=C(C=C12)NC1CCC(CC1)NC1COC1)[C@@H](C)O (R)-1-(1-(isopropylamino)-7-(((1R,4R)-4-(oxetan-3-ylamino)cyclohexyl)amino)-2,6-naphthyridin-3-yl)ethan-1-ol